6-METHYLHEPT-2-YLISOCYANIDE CC(CCCC(C)[N+]#[C-])C